tert-Butyl (1R,4R)-5-(5-bromo-3-methyl-2-pyridyl)-2,5-diazabicyclo[2.2.1]heptane-2-carboxylate BrC=1C=C(C(=NC1)N1[C@H]2CN([C@@H](C1)C2)C(=O)OC(C)(C)C)C